2-(2-(6-Ethyl-4,4-dimethylcyclohex-1-en-1-yl)ethyl)-1,3-dioxacyclopentane C(C)C1CC(CC=C1CCC1OCCO1)(C)C